C(C)OC(CCC1CCN(CC1)C(=O)OC(C)(C)C)=O tert-Butyl 4-(3-ethoxy-3-oxopropyl)piperidine-1-carboxylate